2-(10,11-dihydro-5H-dibenzo[a,d][7]annulen-5-yl)oxirane C1=CC=CC=2C(C3=C(CCC21)C=CC=C3)C3OC3